4-oxo-4-(o-tolyl)butanal O=C(CCC=O)C1=C(C=CC=C1)C